S(=O)(=O)(O)C1(CC=CC2=CC=CC=C12)C(=O)Cl 1-sulfonaphthoyl chloride